(S)-(1-(3-((4-cyano-3-(trifluoromethyl)phenyl)amino)-2-hydroxy-2-methyl-3-oxopropyl)-1H-pyrazol-4-yl)carbamic acid tert-butyl ester C(C)(C)(C)OC(NC=1C=NN(C1)C[C@](C(=O)NC1=CC(=C(C=C1)C#N)C(F)(F)F)(C)O)=O